(1S,2R,6S)-2-(4-bromophenyl)-6-(hydroxymethyl)cyclohexane-1-carboxylic acid BrC1=CC=C(C=C1)[C@H]1[C@@H]([C@H](CCC1)CO)C(=O)O